ClC1=C(C(=CC=C1)C)C1=NOC(=C1CO[C@H]1[C@@H]2CN([C@H](C1)C2)C=2SC1=C(N2)C(=CC(=C1)C(=O)O)C)C1CC1 2-((1S,4S,5R)-5-((3-(2-chloro-6-methylphenyl)-5-cyclopropylisoxazol-4-yl)methoxy)-2-azabicyclo[2.2.1]heptan-2-yl)-4-methylbenzo[d]thiazole-6-carboxylic acid